(3-(4-ethoxy-3-methoxyphenyl)acryloyl)-D-leucine methyl ester COC([C@H](NC(C=CC1=CC(=C(C=C1)OCC)OC)=O)CC(C)C)=O